C(C)(C)(C)NC(CN(C)C=1C2=C(N=C(N1)C1=NC=C(C=C1)CCO)CCC2)=O N-(tert-butyl)-2-((2-(5-(2-hydroxyethyl)pyridin-2-yl)-6,7-dihydro-5H-cyclopenta[d]pyrimidin-4-yl)(methyl)amino)acetamide